cis-dichloro(N,N'-tetramethyl-ethylenediamine) palladium (II) [Pd+2].ClC(C(N(C)C)Cl)N(C)C